C[C@@]12CCC[C@H]1[C@@H]1CC[C@H]3C[C@H](CC[C@]3(C)[C@H]1CC2)O 5α-Androstan-3β-ol